methyl 2-((tert-butoxycarbonyl)amino)-5-(1,4-dihydro-1,4-epoxynaphthalen-6-yl)-5-oxopentanoate C(C)(C)(C)OC(=O)NC(C(=O)OC)CCC(=O)C=1C=C2C3C=CC(C2=CC1)O3